4-(3,3-difluoropyrrolidin-1-yl)-6-(2,4-dioxo-1H-pyrimidin-5-yl)pyridazine-3-carbonitrile FC1(CN(CC1)C1=C(N=NC(=C1)C=1C(NC(NC1)=O)=O)C#N)F